BrC1=C(N=C2N1C(=NC=C2)NCC2=C(C=CC1=C2CCO1)F)C(=O)O bromo-5-(((5-fluoro-2,3-dihydrobenzofuran-4-yl)methyl)amino)imidazo[1,2-c]pyrimidine-2-carboxylic acid